trimesic acid tri(4-methylcyclohexylamide) CC1CCC(CC1)NC(C1=CC(C(=O)NC2CCC(CC2)C)=CC(C(=O)NC2CCC(CC2)C)=C1)=O